[Na+].[Na+].FC1=NC=CC=C1C1=CC=C(OC2=C(N=NN2OC2=CC=C(C=C2)C=2C(=NC=CC2)F)C(=O)[O-])C=C1.FC1=NC=CC=C1C1=CC=C(OC2=C(N=NN2OC2=CC=C(C=C2)C=2C(=NC=CC2)F)C(=O)[O-])C=C1 bis(4-(2-fluoropyridin-3-yl)phenoxy)-1H-1,2,3-triazole-4-carboxylic acid disodium salt